C(C)(=O)OCC(=O)NC=1C=NC2=CC=CC=C2C1NCC1=CC=C(C=C1)NC(=O)OC(C)(C)C 2-((4-((4-((tert-butoxycarbonyl)amino)benzyl)amino)quinolin-3-yl)amino)-2-oxoethyl acetate